2-benzyl-6-(6-methoxypyridin-3-yl)-2,6-diazaspiro[3.3]Heptane C(C1=CC=CC=C1)N1CC2(C1)CN(C2)C=2C=NC(=CC2)OC